(Z)-1-(3-(benzofuran-4-yl)-4-oxothiazolidine-2-ylidene)-3-(2-fluoro-4-(1-(4-(perfluoroethyl)phenyl)-1H-1,2,4-triazol-3-yl)phenyl)urea O1C=CC2=C1C=CC=C2N2/C(/SCC2=O)=N/C(=O)NC2=C(C=C(C=C2)C2=NN(C=N2)C2=CC=C(C=C2)C(C(F)(F)F)(F)F)F